P(=O)(OC[C@]1(O[C@H]([C@@H]2OC(O[C@@H]21)(C)C)C2=CC=C1C(=NC=NN12)N)C#N)(OC1=C(C=CC=C1)Cl)O ((3aS,4R,6S,6aS)-6-(4-aminopyrrolo[2,1-f][1,2,4]triazin-7-yl)-4-cyano-2,2-dimethyltetrahydrofuro[3,4-d][1,3]dioxol-4-yl)methyl (2-chlorophenyl) hydrogen phosphate